8-((4-bromo-2-fluorophenyl)amino)-2-isopropoxy-7-methyl-3,4-dihydro-2,7-naphthyridine-1,6(2H,7H)-dione BrC1=CC(=C(C=C1)NC=1N(C(C=C2CCN(C(C12)=O)OC(C)C)=O)C)F